NC1=C(C(=CC=C1)C)P(C)(C)=O 2-amino-6-methylphenyl-dimethylphosphorus oxide